CC=1SC2=C(NC=3CNN=CC32)N1 methyl-4,6-dihydro-5H-thiazolo[5',4':4,5]pyrrolo[2,3-d]pyridazin